ClC=1C=C2C=C(NC2=CC1OCC1=CC(=NO1)C)CNC(=O)[C@H]1C(N(CC1)C)=O (S)-N-((5-chloro-6-((3-methylisoxazol-5-yl)methoxy)-1H-indol-2-yl)methyl)-1-methyl-2-oxopyrrolidine-3-carboxamide